(3-cyclohexyl-2-acetoxyiminopropionyl)-4''-(2-ethoxy-2-oxoacetyl)p-terphenyl C1(CCCCC1)CC(C(=O)C1=C(C=CC=C1)C1=CC=C(C=C1)C1=CC=C(C=C1)C(C(=O)OCC)=O)=NOC(C)=O